methylenebishydroxyl-stearic acid amide C=C(C(C(=O)N)(O)O)CCCCCCCCCCCCCCC